C[C@@H]1C2=CN=CC(C3=NN(C=4C=CC(O[C@@H](CCNC(O1)=O)C)=CC34)C3OCCCC3)=N2 (7R,13R)-7,13-dimethyl-19-(oxan-2-yl)-8,14-dioxa-4,10,19,20,23-pentaazatetracyclo[13.5.2.12,6.018,21]tricosa-1(20),2(23),3,5,15(22),16,18(21)-heptaen-9-one